(R)-N-(2-fluoro-3-hydroxy-3-methylbutyl)-7-(isopropylamino)-2-phenylpyrazolo[1,5-a]pyrimidine-6-carboxamide F[C@H](CNC(=O)C=1C=NC=2N(C1NC(C)C)N=C(C2)C2=CC=CC=C2)C(C)(C)O